CC(C(C)C)SSSSC(C(C)C)C 1,2-Dimethylpropyl tetrasulfide